7-(1-(trifluoromethyl)cyclopropyl)quinoline-4-carboxylic acid methyl ester COC(=O)C1=CC=NC2=CC(=CC=C12)C1(CC1)C(F)(F)F